[Co](Cl)Cl.C1(CCCC1)C1=C(C(=CC(=C1)C(C1=CC=CC=C1)C1=CC=CC=C1)C)N=C(C)C1(NC=2C(CCCC2C=C1)=NC1=C(C=C(C=C1C)C(C1=CC=CC=C1)C1=CC=CC=C1)C1CCCC1)C(=O)O 2-(1-(2-cyclopentyl-4-benzhydryl-6-methylphenylimino)ethyl)-8-(2-cyclopentyl-4-benzhydryl-6-methylphenylimino)-5,6,7-trihydroquinolinecarboxylic acid cobalt chloride